BrC1=C(C=CC=C1)C(O)C1=C(C=CC=C1)F (2-bromophenyl)-(2-fluorophenyl)methanol